N1CC(CCC12CCCCC2)O 1-azaspiro[5.5]Undecane-3-ol